N[C@@H](COC1=NC(=NC(=C1)C1=C(C=CC=C1C)C)NS(=O)(=O)N1CC(CCC1)C(=O)O)CC1CCCCC1 1-[[4-[(2R)-2-amino-3-cyclohexyl-propoxy]-6-(2,6-dimethylphenyl)pyrimidin-2-yl]sulfamoyl]piperidine-3-carboxylic acid